tert-butyl 3-(2-(methylsulfonyloxy)ethyl)-3-phenylazetidine-1-carboxylate CS(=O)(=O)OCCC1(CN(C1)C(=O)OC(C)(C)C)C1=CC=CC=C1